OC=1C(=NC=CC1)C1=NC=CC=C1C1=NC=CC=C1 hydroxyterpyridine